The molecule is a cyclosporin A derivative that is cyclosporin A in which residue 9 (N-methylleucine) has been hydroxylated at the carbon bearing the two methyl groups and in which residue 1 [(2S,3R,4R,6E)-3-hydroxy-4-methyl-2-(methylamino)oct-6-enoic acid] has been hydroxylated at position 8 while the hydroxy group at position 3 has undergone addition to the double bond to give the corresponding oxolane. It has a role as a drug metabolite. It is a cyclosporin A derivative, a member of oxolanes and a tertiary alcohol. It derives from a cyclosporin A metabolite M8. CC[C@H]1C(=O)N(CC(=O)N([C@H](C(=O)N[C@H](C(=O)N([C@H](C(=O)N[C@H](C(=O)N[C@@H](C(=O)N([C@H](C(=O)N([C@H](C(=O)N([C@H](C(=O)N([C@H](C(=O)N1)[C@H]2[C@@H](CC(O2)CCO)C)C)C(C)C)C)CC(C)C)C)CC(C)(C)O)C)C)C)CC(C)C)C)C(C)C)CC(C)C)C)C